1-(2,2-difluoroethyl)-6-(5-(3-(trifluoromethyl)pyridin-2-yl)-4,5,6,7-tetrahydro-1H-pyrazolo[4,3-c]pyridin-1-yl)-1H-pyrazolo[3,4-b]pyrazine FC(CN1N=CC=2C1=NC(=CN2)N2N=CC=1CN(CCC12)C1=NC=CC=C1C(F)(F)F)F